Dimethylzirconium [2',2'''-(4-(methoxy)pyridine-2,6-diyl)bis(4'-isopropyl-5-methyl-3-((3r,5r,7r)-3,5,7-trimethyladamantan-1-yl)-[1,1'-biphenyl]-2-olate)] COC1=CC(=NC(=C1)C1=C(C=CC(=C1)C(C)C)C=1C(=C(C=C(C1)C)C12CC3(CC(CC(C1)(C3)C)(C2)C)C)[O-])C2=C(C=CC(=C2)C(C)C)C=2C(=C(C=C(C2)C)C23CC1(CC(CC(C2)(C1)C)(C3)C)C)[O-].C[Zr+2]C